(1R,2R)-N-[7-chloro-6-[4-((3R,4R)-4-hydroxy-3-methyl-tetrahydrofuran-3-yl)piperazin-1-yl]-3-isoquinolyl]-2-(2-isobutylpyrazol-3-yl)cyclopropanecarboxamide ClC1=C(C=C2C=C(N=CC2=C1)NC(=O)[C@H]1[C@@H](C1)C=1N(N=CC1)CC(C)C)N1CCN(CC1)[C@@]1(COC[C@@H]1O)C